(R)-1-(3-(4-fluorophenyl)-5-(hydroxymethyl)-1H-pyrazol-1-yl)propan-2-ol FC1=CC=C(C=C1)C1=NN(C(=C1)CO)C[C@@H](C)O